3-[6-[4-[(2,2-dimethylpiperazin-1-yl)methyl]-1-piperidyl]pyrimidin-4-yl]-5-(1-methyl-cyclopropoxy)-1H-indazole CC1(N(CCNC1)CC1CCN(CC1)C1=CC(=NC=N1)C1=NNC2=CC=C(C=C12)OC1(CC1)C)C